3-(((6-bromopyrimidin-4-yl)oxy)methyl)bicyclo[1.1.1]Pentane-1-carboxylic acid BrC1=CC(=NC=N1)OCC12CC(C1)(C2)C(=O)O